(3S,5R)-1-Acryloyl-5-(methoxymethyl)pyrrolidin-3-yl-3-((1-cyclobutyl-6-fluoro-1H-benzo[d]imidazol-5-yl)ethynyl)-5-(methylamino)-1H-pyrazole-4-carboxamide C(C=C)(=O)N1C[C@H](C[C@@H]1COC)N1N=C(C(=C1NC)C(=O)N)C#CC1=CC2=C(N(C=N2)C2CCC2)C=C1F